3-methoxy-4-{[3-(4-{[(1R,4R)-4-{2-oxa-6-azaspiro[3.3]heptan-6-yl}cyclohexyl]amino}-1-(2,2,2-trifluoroethyl)-1H-indol-2-yl)prop-2-yn-1-yl]amino}benzene-1-sulfonamide COC=1C=C(C=CC1NCC#CC=1N(C2=CC=CC(=C2C1)NC1CCC(CC1)N1CC2(COC2)C1)CC(F)(F)F)S(=O)(=O)N